Tert-butyl 3,3-difluoro-4-((5-(((R)-1-(2-methyl-3-(trifluoromethyl)phenyl)ethyl)carbamoyl)-2-oxo-1-(tetrahydro-2H-pyran-4-yl)-1,2-dihydropyridin-4-yl)amino)piperidine-1-carboxylate FC1(CN(CCC1NC1=CC(N(C=C1C(N[C@H](C)C1=C(C(=CC=C1)C(F)(F)F)C)=O)C1CCOCC1)=O)C(=O)OC(C)(C)C)F